1H-imidazol-1-yl-(2-methyl-3-furanyl)methanone N1(C=NC=C1)C(=O)C1=C(OC=C1)C